C(C1=CC=CC=C1)N(C(C(N)=O)=O)CC1=NC=CC=C1 N'-benzyl-N'-(2-pyridylmethyl)oxamide